C1CC2=CC3=CC=CC=C3C=C2C=C1 dihydroanthracene